3,5-dicyanobenzeneboronic acid C(#N)C=1C=C(C=C(C1)C#N)B(O)O